FC1=CC=2N(C=C1)C(=CN2)C2=C1CNC(C1=C(C=C2)NC2=NC=C(C=C2)S(=O)(=O)CC2COC2)=O 4-(7-fluoroimidazo[1,2-a]pyridin-3-yl)-7-((5-((oxetan-3-ylmethyl)sulfonyl)pyridin-2-yl)amino)isoindolin-1-one